Methyl 3α-acetoxy-12α-hydroxy-6α-ethyl-7-oxo-5β-cholan-24-oate C(C)(=O)O[C@H]1C[C@H]2[C@H](C([C@H]3[C@@H]4CC[C@H]([C@@H](CCC(=O)OC)C)[C@]4([C@H](C[C@@H]3[C@]2(CC1)C)O)C)=O)CC